3-methyl-4-amino-N-(4-amino-2-methyl-phenyl)-benzamide CC=1C=C(C(=O)NC2=C(C=C(C=C2)N)C)C=CC1N